FC(C(O)C1=NC=CC(=C1)COC(F)(F)F)F 2,2-difluoro-1-[4-(trifluoromethoxymethyl)-2-pyridyl]ethanol